(2'R)-2'-Deoxy-2'-ethynyl-2'-methyluridine C(#C)[C@]1([C@@H](O[C@@H]([C@H]1O)CO)N1C(=O)NC(=O)C=C1)C